OCC(=O)N[C@@H]1CC[C@H](CC1)C(=O)N(CC12CCC(CC1)(CC2)C2=CC(=C(C=C2)OC)C)C2=NC=CC(=C2)C2=CN=C(S2)C(C)C (trans)-4-(2-Hydroxyacetamido)-N-(4-(2-isopropylthiazol-5-yl)pyridin-2-yl)-N-((4-(4-methoxy-3-methylphenyl)bicyclo[2.2.2]octan-1-yl)methyl)cyclohexanecarboxamide